FC=1C2=CN(N=C2C=C(C1)F)N 4,6-difluoro-2H-indazol-2-amine